(5-bromo-4-fluoropyridin-2-yl)-4-methylpiperazine BrC=1C(=CC(=NC1)N1CCN(CC1)C)F